OC1CC=2C=CC(=CC2CC1)N1C(N=C(C=C1)NC(=O)N1CCN(CC1)C(C(C)(C)NC(OC(C)(C)C)=O)=O)=O tert-butyl (1-(4-((1-(6-hydroxy-5,6,7,8-tetrahydronaphthalen-2-yl)-2-oxo-1,2-dihydropyrimidin-4-yl)carbamoyl)piperazin-1-yl)-2-methyl-1-oxopropan-2-yl)carbamate